FC=1C=C(C=CC1F)N1C(OCC[C@H]1C1=NC2=C(N1[C@@H]1C[C@@H](C1)OC)C=CC(=C2)C=2C(=NOC2C)C)=O (S)-3-(3,4-difluorophenyl)-4-(5-(3,5-dimethylisoxazol-4-yl)-1-((cis)-3-methoxycyclobutyl)-1H-benzo[d]imidazol-2-yl)-1,3-oxazinane-2-one